O1C=CC2=C1C=C(C=C2)N\N=C/2\C(NCCC2)=O (E)-3-(2-(benzofuran-6-yl)hydrazono)piperidin-2-one